OCCS(=O)(=O)N1CCC2=CC=C(C=C12)C(=O)O 1-((2-hydroxyethyl)sulfonyl)indoline-6-carboxylic acid